FC1=C(C=CC(=C1)OC(F)(F)F)C1(CC1)C#N 1-[2-Fluoro-4-(trifluoromethoxy)phenyl]cyclopropane-carbonitrile